O=C(CCOCCOCCOCCNC(OCC1=CC=CC=C1)=O)NCCNC([C@H](CCC(NCCNC(CCOCCOCCOCCNC(OC(C)(C)C)=O)=O)=O)NC(OC(C)(C)C)=O)=O Benzyl di-tert-butyl [(18S)-12,17,21,26-tetraoxo-3,6,9,29,32,35-hexaoxa-13,16,22,25-tetraazaheptatriacontane-1,18,37-triyl]triscarbamate